(12aR)-8-Chloro-9-(2-methoxy-6-methylphenyl)-10-[(trimethylsilyl)ethynyl]-1,2,3,4,12,12a-hexahydro-6H-pyrazino[2,1-c][1,4]benzoxazepine ClC=1C(=C(C2=C(CN3[C@@H](CO2)CNCC3)C1)C#C[Si](C)(C)C)C1=C(C=CC=C1C)OC